[I-].ICCC[N+](C)(C)CCCCCCCCCCCCCCCCCC (3-iodopropyl)N,N-dimethyl-octadecylammonium iodide